C1(CCCCC1)PC1=C(C=CC=C1)C1=C(C=CC=C1N(C)C)N(C)C 2-cyclohexylphosphino-2',6'-bis(N,N-dimethylamino)biphenyl